ClCC(=O)NC=1C=C(C(=NC1)C(=O)N[C@H](C(=O)OCC)CCC(=O)OCC)C 1,5-diethyl (2S)-2-([5-(2-chloroacetamido)-3-methylpyridin-2-yl]formamido)pentanedioate